C(C1=CC=CC=C1)OC1=CC=C(C=C1)C1C2(C3=CC=CC=C3C1)CCC(CC2)=O 2'-[4-(benzyloxy)phenyl]-2',3'-dihydrospiro[cyclohexane-1,1'-indene]-4-one